C(C)(C)(C)OC(=O)N1CCC(CC1)C(C(=O)OCC)C 4-(1-ethoxy-1-oxopropan-2-yl)piperidine-1-carboxylic acid tert-butyl ester